Cl.NC1(CCC1)CO 1-aminocyclobutyl-methanol hydrochloride